tert-butyl 4'-((S)-2-((tert-butoxycarbonyl)amino)-3-methoxy-3-oxopropyl)-2,3,4,5-tetrahydro-[1,1'-biphenyl]-4-carboxylate C(C)(C)(C)OC(=O)N[C@@H](CC1=CC=C(C=C1)C=1CCC(CC1)C(=O)OC(C)(C)C)C(=O)OC